(S)-3-((R)-2-(hydroxymethyl)-6-oxo-3,4,6,8-tetrahydro-[1,4]oxazino[2,3-f]isoindol-7(2H)-yl)piperidine-2,6-dione OC[C@H]1CNC=2C(=CC=3CN(C(C3C2)=O)[C@@H]2C(NC(CC2)=O)=O)O1